OC=1C=C(C=CC1)C1=NC2=C(N1C(C(=O)O)CC(C)C)C=CC=C2 2-[2-(3-hydroxy-phenyl)-benzimidazol-1-yl]-4-methyl-pentanoic acid